COC1=CC=C(CN2C(=NC=3C2=NC(=C(C3)NC)C)C3=NN(C=2C[C@@]4([C@H](CC32)C4)C)COCC[Si](C)(C)C)C=C1 3-(4-Methoxybenzyl)-N,5-dimethyl-2-((4aS,5aR)-5a-methyl-1-((2-(trimethylsilyl)ethoxy)methyl)-1,4,4a,5,5a,6-hexahydrocyclopropa[f]indazol-3-yl)-3H-imidazo[4,5-b]pyridin-6-amine